N(=NC(C#N)(CC(C)(OC)OC)OC)C(C#N)(CC(C)(OC)OC)OC azobis(4-methoxy-2,4-dimethoxyvaleronitrile)